CN(C)C1=NC2=C(C(=O)N1)NC=N2 2,2-dimethylguanine